6-Furan-2-yl-2-methoxy-[4,4']bipyridinyl-3-carbonitrile O1C(=CC=C1)C1=CC(=C(C(=N1)OC)C#N)C1=CC=NC=C1